rac-(8,8-Dimethyl-1,4-dioxaspiro[4.5]decan-7-yl)methanamine Palladium [Pd].CC1([C@@H](CC2(OCCO2)CC1)CN)C |r|